(S)-1-(2-((2-(6,8-Difluoro-4H-benzo[b][1,2,4]triazolo[4,3-d][1,4]oxazin-7-yl)-5-methyl-1H-benzo[d]imidazol-1-yl)methyl)morpholino)ethan-1-one FC1=C(C(=CC2=C1OCC=1N2C=NN1)F)C1=NC2=C(N1C[C@@H]1OCCN(C1)C(C)=O)C=CC(=C2)C